C1(=CC=CC=C1)OC(NC=1C=NC=C(C1)C)=O.BrC1=CC=C(C=C1)C1CNC1 3-(4-Bromophenyl)azetidine phenyl-N-(5-methyl-3-pyridyl)carbamate